C(C)N1C=C(C(C2=CC=CC(=C12)F)=O)S(=O)(=O)N1CCC2(C[C@H](CO2)NC[C@@H](COC2=CC(=CC=C2)S(=O)(=O)C(C)C)O)CC1 1-ethyl-8-fluoro-3-((R)-3-((S)-2-hydroxy-3-(3-(isopropylsulfonyl)phenoxy)propyl-amino)-1-oxa-8-azaspiro[4.5]decan-8-ylsulfonyl)quinolin-4(1H)-one